4-hydroxyphenylmethylbenzylsulfonium chloride [Cl-].OC1=CC=C(C=C1)C[SH+]CC1=CC=CC=C1